N-(5-bromo-1H-indol-4-yl)-1-methyl-cyclopropanecarboxamide BrC=1C(=C2C=CNC2=CC1)NC(=O)C1(CC1)C